ClC1=NC=C(C(=N1)N1CC(OC[C@@H]1C)(C)C)F (5S)-4-(2-chloro-5-fluoropyrimidin-4-yl)-2,2,5-trimethylmorpholine